CC(=CCC1=C(C2=C(C=C1O)OC3=C(C2=O)C(C(=O)C(=C3)O)(CC=C(C)C)CC=C(C)C)O)C The molecule is a member of the class of xanthones that is 3,6,8-trihydroxy-1H-xanthene-2,9-dione substituted by geminal prenyl groups at position 1 and a single prenyl group at position 7. It is isolated from the stem barks of Allanblackia monticola and exhibits antiplasmodial activity. It also shows weak cytotoxicity against human melanoma cells. It has a role as a metabolite, an antiplasmodial drug and an antineoplastic agent. It is a member of xanthones and a polyphenol.